C(C1=CC=CC=C1)OC(=O)N1C2CN(CC1CC2)C=2C1=C(N=C(N2)OC[C@H]2NCCC2)CN(CC1)C1=CC(=CC2=CC=CC=C12)OCC1=CC=CC=C1 (S)-2-(((4-(8-((benzyloxy)carbonyl)-3,8-diazabicyclo[3.2.1]oct-3-yl)-7-(3-(Benzyloxy)naphthalen-1-yl)-5,6,7,8-tetrahydropyrido[3,4-d]pyrimidin-2-yl)oxy)methyl)pyrrolidin